C(C)OC=1C=C(C=CC1OC)C(CS(=O)(=O)C)N 1-(3-ethoxy-4-methoxyphenyl)-2-(methyl-sulfonyl)ethyl-amine